(1-benzyl-4,4-diethoxypiperidin-2-yl)methanol C(C1=CC=CC=C1)N1C(CC(CC1)(OCC)OCC)CO